Cl.FC=1C(=CC=C2C(=NN(C12)C)N1C(NC(CC1)=O)=O)N1CCNCC1 1-(7-fluoro-1-methyl-6-piperazin-1-yl-indazol-3-yl)hexahydropyrimidine-2,4-dione hydrochloric acid salt